C(CC1=CC=CC=C1)OC(\C=C\C1=CC(O)=C(O)C=C1)=O Caffeic Acid Phenethylester